(1S,3'R,4'S,5'S,6'R)-6'-methyl-6-(4-methylbenzyl)-5-chloro-3',4',5',6'-tetrahydro-3H-spiro[isobenzofuran-1,2'-pyran]-3',4',5'-triol C[C@@H]1[C@H]([C@@H]([C@H]([C@]2(O1)OCC1=CC(=C(C=C12)CC1=CC=C(C=C1)C)Cl)O)O)O